NC=1C=CC(=C(CO)C1)C(F)(F)F 5-amino-2-(trifluoromethyl)benzyl alcohol